tert-butyl 2-((1-(2-chloroacetyl)-1,2,3,4-tetrahydroquinolin-6-yl)oxy)acetate ClCC(=O)N1CCCC2=CC(=CC=C12)OCC(=O)OC(C)(C)C